dihexylmethyl-sulfonium C(CCCCC)[S+](C)CCCCCC